[Cl-].CCOCCOCCNC(=[NH2+])N [2-(2-ethoxy)-ethoxyeth-yl]-guanidinium chlorid